phenylpentalene C1(=CC=CC=C1)C1=CC=C2C=CC=C12